C(C)C1=C(N=CC(=N1)C(=O)N)NC1CCOCC1 6-ethyl-5-(tetrahydropyran-4-ylamino)pyrazine-2-carboxamide